C(C)C(C)N ethylethan-1-amine